PYRIDINE-d5 [2H]C1=C(C(=NC(=C1[2H])[2H])[2H])[2H]